tridecyl-butyl-ammonium C(CCCCCCCCCCCC)[NH2+]CCCC